P([3H])([3H])[3H] (3H3)phosphane